C(CCCCCCCCCCC)OS(=O)(=O)O.C12(C(=O)CC(CC1)C2(C)C)CS(=O)(=O)O camphorsulfonic acid lauryl-sulfate